BrC1=CC=NC=C1F 4-bromo-5-fluoropyridin